BrC=1SC2=C(N1)C=CC(=C2)NCC(CF)O 1-[(2-bromo-1,3-benzothiazol-6-yl)amino]-3-fluoro-propan-2-ol